Br.NC1=CC=CC=C1 aniline hydrobromide